N-{4-[2-(2-chloro-3-fluorophenyl)acetylamino]pyridin-2-yl}-N-(2-chlorophenyl)acetamide ClC1=C(C=CC=C1F)CC(=O)NC1=CC(=NC=C1)N(C(C)=O)C1=C(C=CC=C1)Cl